4-(3-Bromophenyl)-1-methylpiperazin-2-one BrC=1C=C(C=CC1)N1CC(N(CC1)C)=O